CYSTAMINE DIHYDROCHLORIDE Cl.Cl.NCCSSCCN